CC=1C=CC(=NC1C(F)(F)F)NC1=CC=C2C=CNC2=C1 N-(5-methyl-6-(trifluoromethyl)pyridin-2-yl)-1H-indol-6-amine